(2-oxo-1-phenyl-pyrrolidin-3-yl)oxypiperidine-2,6-dione O=C1N(CCC1ON1C(CCCC1=O)=O)C1=CC=CC=C1